C(CCCCCCCCCCCCC)C1=C(C=CC=C1)NC(NC1=C(C=CC=C1)CCCCCCCCCCCCCC)=O di(tetradecylphenyl)urea